C(C)C=1C=2N(C=C(N1)C)N=C(C2)C=2N=C1N(C(C2)=O)C=C(C=C1)C1CCNCC1 2-(4-ethyl-6-methylpyrazolo[1,5-a]pyrazin-2-yl)-7-(piperidin-4-yl)-4H-pyrido[1,2-a]pyrimidin-4-one